CC1=C(SC=C1C)S(=O)(=O)N 3,4-dimethylthiophene-2-sulfonamide